(R)-1-(6-chloropyridin-2-yl)-3-(isoquinolin-4-yl)-2-oxoimidazolidine-4-carbonitrile ClC1=CC=CC(=N1)N1C(N([C@H](C1)C#N)C1=CN=CC2=CC=CC=C12)=O